C(=C)C(C(C)C1=CC=CC=C1)(C1=CC=CC=C1)C=C divinyl-1,2-diphenylpropane